4-amino-2-butylthiophene NC=1C=C(SC1)CCCC